C(C)OC([C@H]([C@@H](CC)C1=C2C(NN(CC2=CC=C1)C(C1=C(C=C(C=C1Cl)C=1C=NN(C1)C)Cl)=O)=O)C)=O.CC=1C=C(C=C(C1)C)S(=O)(=O)NC1=C(C(=C(C=C1)F)I)F 3,5-dimethyl-N-(2,4-difluoro-3-iodophenyl)benzenesulfonamide Ethyl-(2S,3R)-3-[2-[2,6-dichloro-4-(1-methylpyrazol-4-yl)benzoyl]-4-oxo-1,3-dihydrophthalazin-5-yl]-2-methylpentanoate